C(N1N=CC(=C1)C=1C=C(C=NC1)O)([2H])([2H])[2H] 5-[1-(2H3)methyl-1H-pyrazol-4-yl]pyridin-3-ol